3-(4-Nitrophenyl)-1,13-dioxadispiro[4.1.47.25]tridec-3-en [N+](=O)([O-])C1=CC=C(C=C1)C=1COC2(C1)CC1(CCCC1)CO2